3-(2,3-difluorophenoxy)-1-methylazetidine FC1=C(OC2CN(C2)C)C=CC=C1F